ClC1=NC=C(C(=C1F)C1=C(C=NC(=C1)C)C(=O)NC=1SC(=NN1)C(N(C)[C@H]1C[C@H](CCC1)OC1CC1)=O)OC (+)-2'-Chloro-N-(5-{[(1R,3S)-3-cyclopropoxycyclohexyl](methyl)carbamoyl}-1,3,4-thiadiazol-2-yl)-3'-fluoro-5'-methoxy-6-methyl-[4,4'-bipyridine]-3-carboxamide